2-chloro-4-((1R,3s)-3-((1-((R or S)-3,3-difluoro-2-hydroxy-2-(3-methoxyphenyl)propanoyl)piperidin-4-yl)methyl)cyclobutoxy)-N,N-dimethylbenzamide ClC1=C(C(=O)N(C)C)C=CC(=C1)OC1CC(C1)CC1CCN(CC1)C([C@@](C(F)F)(C1=CC(=CC=C1)OC)O)=O |o1:25|